O1CC(C1)C(C1COC1)[SiH](OCC)C di(oxetan-3-yl)methylmethylethoxysilane